3-benzyloxy-1-(2-fluoro-4-pyridyl)propan-1-one C(C1=CC=CC=C1)OCCC(=O)C1=CC(=NC=C1)F